(E)-3-(trifluoromethyl)benzene FC(C=1C=CC=CC1)(F)F